FC=1C=C(C=CC1F)C=1SC=C(N1)COCC(CCCCN1C[C@@H]([C@H]([C@@H]([C@H](C1)O)O)O)O)F (3S,4R,5R,6S)-1-(6-{[2-(3,4-difluorophenyl)-1,3-thiazol-4-yl]methoxy}-5-fluorohexyl)-3,4,5,6-azepanetetrol